2,6-dichloro-4-(phenylthio)pyridine ClC1=NC(=CC(=C1)SC1=CC=CC=C1)Cl